FC(C1=NN=C(O1)C=1C=CC(=NC1)CN(S(=O)(=O)C1CCN(CC1)C1CC(C1)O)C1=CC=CC=C1)F N-((5-(5-(difluoromethyl)-1,3,4-oxadiazol-2-yl)pyridin-2-yl)methyl)-1-(3-hydroxycyclobutyl)-N-phenylpiperidine-4-sulfonamide